NC1=C(COC1)C(=O)OC methyl 4-amino-2,5-dihydrofuran-3-carboxylate